COC(=O)[C@H](CC(=O)O)N L-aspartic acid α-methyl ester